OC=1C=C2CCC3([C@@H](C2=CC1)C1=CC=C(C=C1)N1CCC(CC1)C=O)CCC3 (R)-1-(4-(6'-Hydroxy-3',4'-dihydro-1'H-spiro[cyclobutane-1,2'-naphthalen]-1'-yl)phenyl)piperidine-4-carbaldehyde